N-{(8-[{4-(trifluoromethyl)phenyl}amino]quinolin-5-yl)methyl}acrylamide FC(C1=CC=C(C=C1)NC=1C=CC(=C2C=CC=NC12)CNC(C=C)=O)(F)F